C1CC12C(CC2)N spiro[2.3]hexane-4-amine